N-(methyl(oxo)(thiazol-2-yl)-λ6-sulfaneylidene)-4-(5-(trifluoromethyl)-1,2,4-oxadiazol-3-yl)benzamide CS(=NC(C1=CC=C(C=C1)C1=NOC(=N1)C(F)(F)F)=O)(C=1SC=CN1)=O